2-((tert-butyldimethylsilyl)oxy)-2-methylpropanoic acid [Si](C)(C)(C(C)(C)C)OC(C(=O)O)(C)C